tert-butyl 4-[4-(3-iodo-4-methoxy-pyrazolo[1,5-a]pyridin-6-yl)-5-methyl-triazol-1-yl]piperidine-1-carboxylate IC=1C=NN2C1C(=CC(=C2)C=2N=NN(C2C)C2CCN(CC2)C(=O)OC(C)(C)C)OC